2-(3-aminoazetidin-1-yl)-N-[(3R,5S)-1-(8-cyanoquinoxalin-5-yl)-5-methylpiperidin-3-yl]Propionamide NC1CN(C1)C(C(=O)N[C@H]1CN(C[C@H](C1)C)C1=C2N=CC=NC2=C(C=C1)C#N)C